C(C1=CC=CC=C1)N1N=NC=C1OC1=C(C(=C(C=C1)C1=CN=C2N1C=CN=C2NC2=CC(=C(C(=O)NCC1CCN(CC1)C(=O)OC(C)(C)C)C=C2)CC)F)F tert-butyl 4-((4-((3-(4-((1-benzyl-1H-1,2,3-triazol-5-yl)oxy)-2,3-difluorophenyl)imidazo[1,2-a]pyrazin-8-yl)amino)-2-ethylbenzamido)methyl)piperidine-1-carboxylate